[Br-].C(#N)C1=CC=[N+](C=C1)CC(=O)C1=C(C=CC=C1)[N+](=O)[O-] 4-Cyano-1-(2-(2-nitrophenyl)-2-oxoethyl)pyridin-1-ium bromide